Cl.N1CC(C1)COC=1C=NN(C1)C 4-(azetidin-3-ylmethoxy)-1-methyl-1H-pyrazole hydrochloride